CC(C)(SCCO)SCCO 2,2'-(Propane-2,2-diylbis(sulfanediyl))bis(ethan-1-ol)